4-(2-cyano-4-(N-isobutylphenylsulfonamido)phenyl)piperazine-1-carboxylic acid ethyl ester C(C)OC(=O)N1CCN(CC1)C1=C(C=C(C=C1)N(S(=O)(=O)C1=CC=CC=C1)CC(C)C)C#N